S(=O)(=O)=C1OC=CC1Cl 2-sulfonylchlorofuran